2-(4-(3-fluoro-4-hydroxy-5-methoxyphenyl)-3-methyl-2-oxo-6-(trifluoromethyl)-2,3-dihydro-1H-benzo[d]imidazol-1-yl)acetic acid ethyl ester C(C)OC(CN1C(N(C2=C1C=C(C=C2C2=CC(=C(C(=C2)OC)O)F)C(F)(F)F)C)=O)=O